(R)-3-(4-bromo-1H-pyrazol-1-yl)-5-(2-(3,6-difluoropyridin-2-yl)pyrrolidin-1-yl)pyrazolo[1,5-a]pyrimidine BrC=1C=NN(C1)C=1C=NN2C1N=C(C=C2)N2[C@H](CCC2)C2=NC(=CC=C2F)F